C(C)(C)OC1=CN=C(C=C1C(=O)N)C1=NSC(=N1)NC1=NC=C(C=C1C(F)(F)F)C 5-isopropoxy-2-(5-(5-methyl-3-(trifluoromethyl)pyridin-2-ylamino)-1,2,4-thiadiazol-3-yl)isonicotinamide